8-fluoro-6-(8-fluoro-2-methyl-imidazo[1,2-a]pyridin-6-yl)-2-[(3R,4R)-4-methylpyrrolidin-3-yl]isoquinolin-1-one FC=1C=C(C=C2C=CN(C(C12)=O)[C@H]1CNC[C@H]1C)C=1C=C(C=2N(C1)C=C(N2)C)F